NC1=C(C=C2N=CC=NC2=C1C1=C(C(=CC=C1C)OC)C)C(=O)OC methyl 7-amino-8-(3-methoxy-2,6-dimethylphenyl)quinoxaline-6-carboxylate